COC1=NC=CC=C1S(=O)(=O)C(C)(C)C1CCN(CC1)C(=O)NC1=CN=NC=C1 4-(2-((2-methoxy-pyridin-3-yl)sulfonyl)propan-2-yl)-N-(pyridazin-4-yl)piperidine-1-carboxamide